CC=1C(OC2=COC=CC21)=O 3-methyl-2H-furo[2,3-C]pyran-2-one